CC1=NC=2C=CN=C(C2C=C1)C(=O)[O-].[K+] potassium 2-methyl-1,6-naphthyridine-5-carboxylate